(7-(2,6-dimethyl-4-(3-methylbenzoyl)phenoxy)-1-ethoxy-4-hydroxyisoquinoline-3-carbonyl)glycine CC1=C(OC2=CC=C3C(=C(N=C(C3=C2)OCC)C(=O)NCC(=O)O)O)C(=CC(=C1)C(C1=CC(=CC=C1)C)=O)C